2-(2,6-Dimethyl-4-((4-(5-phenylpyridin-2-yl)piperazin-1-yl)methyl)phenoxy)-2-methylpropanoic acid CC1=C(OC(C(=O)O)(C)C)C(=CC(=C1)CN1CCN(CC1)C1=NC=C(C=C1)C1=CC=CC=C1)C